(R)-2-Amino-6-cyano-7-oxo-6-phenyl-4,5,6,7-tetrahydrobenzo[b]thiophene-3-carboxylic acid NC1=C(C2=C(S1)C([C@](CC2)(C2=CC=CC=C2)C#N)=O)C(=O)O